5-vinyl-1,2-thiazole C(=C)C1=CC=NS1